1-Ethyl-3-methylimidazolium octylsulfate C(CCCCCCC)OS(=O)(=O)[O-].C(C)N1C=[N+](C=C1)C